FC(O[C@H]1C[C@H](C1)OCC(=O)O)(F)F cis-2-(3-(trifluoromethoxy)cyclobutoxy)acetic acid